N1(N=CC=C1)CC=1C=CC(=NC1OC)C(=O)NS(=O)(=O)C=1C=C2CCCC2=CC1OC 5-((1H-pyrazol-1-yl)methyl)-6-methoxy-N-((6-methoxy-2,3-dihydro-1H-inden-5-yl)sulfonyl)picolinamide